COC=1C=C(C[C@@H]2[C@@H]([C@H](OC2)C2=CC=C(C=C2)F)C(C(=O)[O-])(C(C)(C)C)C)C=CC1OC ((2S,3R,4R)-4-(3,4-dimethoxybenzyl)-2-(4-fluorophenyl)tetrahydrofuran-3-yl)-methyl-3,3-dimethylbutanoate